N-(cis-1-(cyclobutylcarbonyl)-2-((3',6-difluorobiphenyl-3-yl)methyl)pyrrolidin-3-yl)methanesulfonamide C1(CCC1)C(=O)N1[C@H]([C@H](CC1)NS(=O)(=O)C)CC=1C=C(C(=CC1)F)C1=CC(=CC=C1)F